OC1OCC=C2C1=CC(O2)=O 4-hydroxy-4H-furo[3,2-c]pyran-2(6H)-one